2,2-bis(hydroxymethyl)-propionic acid OCC(C(=O)O)(C)CO